CC1=CC=C(C=N1)NC(O[C@@H](COC1=CC2=C(N=C(S2)C2=C3N=CC(=NC3=CC(=C2)C)OC)C=C1F)C)=O (R)-1-((5-fluoro-2-(2-methoxy-7-methylquinoxalin-5-yl)benzo[d]thiazol-6-yl)oxy)propan-2-yl (6-methylpyridin-3-yl)carbamate